Cl.FC=1C=C(C=CC1)[C@H](CNC(CC1CCC(CC1)O)(C)C)O (1S,4s)-4-(2-(((R)-2-(3-Fluorophenyl)-2-hydroxyethyl)amino)-2-methylpropyl)cyclohexan-1-ol hydrochloride